1-(trifluoromethyl)ethylboronic acid FC(C(C)B(O)O)(F)F